p-trifluoromethylbenzoyl-acetonitrile FC(C1=CC=C(C(=O)CC#N)C=C1)(F)F